C1(CCC(CC1)N1CCC2(CC1)C(N(CC1=CC=CC=C12)C)=O)C1CCCCC1 1'-(cis-[1,1'-bi(cyclohexan)]-4-yl)-2-methyl-1,2-dihydro-3H-spiro[isoquinoline-4,4'-piperidin]-3-one